N-[[2-(2-formylphenyl)sulfanyl-3-methyl-phenyl]methyl]carbamic acid 9H-fluoren-9-ylmethyl ester C1=CC=CC=2C3=CC=CC=C3C(C12)COC(NCC1=C(C(=CC=C1)C)SC1=C(C=CC=C1)C=O)=O